BrC1=CC2=C(N(C(=N2)C)C)C=C1[N+](=O)[O-] 5-bromo-1,2-dimethyl-6-nitro-benzimidazole